FC1(C[C@H](CCC1)[C@@H](C(=O)NC1=CC=C(C=C1)C=1C(=[N+](C=CC1C)[O-])C)NC(=O)C1=CC=C2N1CCN(C2)C)F 3-(4-((S)-2-((S)-3,3-difluorocyclohexyl)-2-(2-methyl-1,2,3,4-tetrahydropyrrolo[1,2-a]pyrazine-6-carboxamido)acetamido)phenyl)-2,4-dimethylpyridine 1-oxide